4-(6-(2-acryloyl-2-azaspiro[3.3]heptan-6-yl)-4-aminopyrazolo[5,1-f][1,2,4]triazin-5-yl)-2-methoxy-N-(2,2,2-trifluoroethyl)benzamide C(C=C)(=O)N1CC2(C1)CC(C2)C2=NN1N=CN=C(C1=C2C2=CC(=C(C(=O)NCC(F)(F)F)C=C2)OC)N